2-(4,4-difluoro-3-(methylsulfonylaminomethyl)piperidin-1-yl)-4-(6-(difluoromethyl)imidazo[1,2-b]pyridazin-3-yl)pyridine 1-oxide FC1(C(CN(CC1)C1=[N+](C=CC(=C1)C1=CN=C2N1N=C(C=C2)C(F)F)[O-])CNS(=O)(=O)C)F